ethyl 6-bromo-1,3-dimethyl-2-oxo-benzimidazole-5-carboxylate BrC=1C(=CC2=C(N(C(N2C)=O)C)C1)C(=O)OCC